CC1=C(C=C(C=C1)C)C1N(CCC1)C(CN1N=C2[C@H](CCCC2=C1C)C)=O 1-[2-(2,5-Dimethylphenyl)pyrrolidin-1-yl]-2-[(7S)-3,7-dimethyl-4,5,6,7-tetrahydroindazol-2-yl]ethanone